N1=CC=C(C2=CC=CC=C12)C=1C=NN2C1N=CC(=C2)C2=CC=C(C=C2)N2CCN(CC2)CC=2C=C(C=CC2)C2C(NC(CC2)=O)=O 3-(3-((4-(4-(3-(quinolin-4-yl)pyrazolo[1,5-a]pyrimidin-6-yl)phenyl)piperazin-1-yl)methyl)phenyl)piperidine-2,6-dione